2-(4-amino-hexahydro-cyclopenta[c]pyrrol-2-yl)-5-(2,3-dichloro-phenyl)-6-methyl-pyrimidine-4-carboxylic acid amide hydrochloride Cl.NC1CCC2CN(CC21)C2=NC(=C(C(=N2)C(=O)N)C2=C(C(=CC=C2)Cl)Cl)C